NC1(CCN(CC1)C=1C=NC(=NC1)C=1C=2N(C=C(C1)OCCN1CCOCC1)N=CC2C#N)C 4-(5-(4-amino-4-methylpiperidin-1-yl)pyrimidin-2-yl)-6-(2-morpholinoethoxy)pyrazolo[1,5-a]pyridine-3-carbonitrile